tert-butyl 4-[2-(1-cyclopropyl-3,6-dihydro-2H-pyridin-4-yl)-5-(2-trimethylsilylethoxymethyl)pyrrolo[2,3-b]pyrazin-7-yl]-3,6-dihydro-2H-pyridine-1-carboxylate C1(CC1)N1CCC(=CC1)C=1N=C2C(=NC1)N(C=C2C=2CCN(CC2)C(=O)OC(C)(C)C)COCC[Si](C)(C)C